C(C)[NH3+].C(CC)(=O)[O-].C(CC)(=O)[O-].C(C)[NH3+] dipropionic acid-ethylammonium salt